C(#N)C1C2C3C4C=CC(C3C(C1)C2)C4 6-cyano-1,4:5,8-dimethano-1,4,4a,5,6,7,8,8a-octahydroNaphthalene